2-(1,3,2-dioxaborolan-2-yl)1,3,2-dioxaborolan O1B(OCC1)B1OCCO1